OC1C(N(S(C1=C)(=O)=O)C)C1=CC=CC=C1 4-hydroxy-2-methyl-5-methylene-3-phenylisothiazolidine 1,1-dioxide